C(C1=CC=CC=C1)OC1=NC(=CC=C1N1C(N(C2=C1C=CC(=C2)Br)C)=O)OCC2=CC=CC=C2 1-(2,6-bis(benzyloxy)pyridin-3-yl)-5-bromo-3-methyl-1,3-dihydro-2H-benzo[d]imidazol-2-one